(3-amino-2-fluorophenyl)boron hydrochloride Cl.NC=1C(=C(C=CC1)[B])F